FC1CCN(CC1)C=1N=CC(=NC1)C=1SC=2C=NCCC2N1 2-(5-(4-fluoropiperidin-1-yl)pyrazin-2-yl)-6,7-dihydrothiazolo[5,4-c]pyridin